(S)-1,3-bis(4-methoxyphenyl)-3-((S)-1,4-dioxaspiro[4.5]decan-2-yl)propan-1-one COC1=CC=C(C=C1)C(C[C@H]([C@@H]1OC2(OC1)CCCCC2)C2=CC=C(C=C2)OC)=O